6-({3-[(1S)-1-aminoethyl]-3-hydroxyazetidin-1-yl}carbonyl)-5-[(2-fluoro-4-iodophenyl)amino]-2-methylpyridazin-3(2H)-one acetate salt C(C)(=O)O.N[C@@H](C)C1(CN(C1)C(=O)C=1C(=CC(N(N1)C)=O)NC1=C(C=C(C=C1)I)F)O